COC1=C(C2=CC=CC=C2C=C1)C1=CC=2N(C=C1)C=C(N2)CCO 2-(7-(2-methoxynaphthalen-1-yl)imidazo[1,2-a]pyridin-2-yl)ethan-1-ol